FC=CC=O 3-fluoro-prop-2-en-1-one